2-trifluoromethyl-3-iodo-5-chloro-1-[[2-(trimethylsilyl)ethoxy]methyl]-1H-indole FC(C=1N(C2=CC=C(C=C2C1I)Cl)COCC[Si](C)(C)C)(F)F